BrC1=CC=C2C(=N1)C(=CN2)NC(NC2=CC=C(C=C2)C(F)(F)F)=O 3-[5-bromo-1H-pyrrolo[3,2-b]pyridin-3-yl]-1-[4-(trifluoromethyl)phenyl]urea